3-Allyloxy-4-bromo-aniline C(C=C)OC=1C=C(N)C=CC1Br